CC(CC#N)(C)N1N=CC(=C1)B1OC(C(O1)(C)C)(C)C 3-methyl-3-(4-(4,4,5,5-tetramethyl-1,3,2-dioxaborolan-2-yl)-1H-pyrazol-1-yl)butyronitrile